4-(3-iodo-1-tosyl-1H-pyrrolo[3,2-b]pyridin-6-yl)-3,5-dimethylisoxazole IC1=CN(C=2C1=NC=C(C2)C=2C(=NOC2C)C)S(=O)(=O)C2=CC=C(C)C=C2